CN(P(N(C)C)(N(C)C)=NCCC[Si](OC)(OC)OC)C N,N,N',N',N'',N''-hexamethyl-N'''-[3-(trimethoxysilyl)propyl]-phosphorimidic triamide